2-(2,6-dioxopiperidin-3-yl)-5-(4-(hydroxymethyl)piperidin-1-yl)isoindole-1,3-dione O=C1NC(CCC1N1C(C2=CC=C(C=C2C1=O)N1CCC(CC1)CO)=O)=O